C(C)OC(C1=CN=C(C(=C1)NC(=O)C1=CC=CC=2C3=CC=CC=C3CC12)C1=CC=CC=C1)=O 5-(9H-fluorene-1-carboxamido)-6-phenylnicotinic acid ethyl ester